CN1N=C(C=C1C(=O)N[C@@H](C)C1=NC(=NO1)C1=CC(=NC=C1)NC)C(F)(F)F (S)-1-methyl-N-(1-(3-(2-(methylamino)pyridin-4-yl)-1,2,4-oxadiazol-5-yl)ethyl)-3-(trifluoromethyl)-1H-pyrazole-5-carboxamide